N1=NN(C2=NC=CC=C21)C2=CC(=C(C(=O)N([C@H]1CNCCC1)C1=NC=CC3=CC=CC(=C13)C)C=C2)CC (R)-4-(3H-[1,2,3]triazolo[4,5-b]pyridin-3-yl)-2-ethyl-N-(8-methylisoquinolin-1-yl)-N-(piperidin-3-yl)benzamide